N-(1-methylethyl)-2-(3-pyridyl)-2H-indazole-4-formamide CC(C)NC(=O)C=1C2=CN(N=C2C=CC1)C=1C=NC=CC1